CN1N=NC2=C1C=CC(=C2)O 1-methyl-1H-benzo[d][1,2,3]triazol-5-ol